ClC1=CC=C(CNC(=O)NC2=CC=C(C=C2)[C@H]2N(CC(N(C2)C)=O)C)C=C1 (R)-1-(4-chlorobenzyl)-3-(4-(1,4-dimethyl-5-oxopiperazin-2-yl)phenyl)urea